3-(Hydroxymethyl)-2-((4-methoxybenzyl)amino)quinoline-6-carboxylic acid OCC=1C(=NC2=CC=C(C=C2C1)C(=O)O)NCC1=CC=C(C=C1)OC